N1N=NC(=C1)C(=O)OCCCN1N=C(C=2C(NCC3(CCOCC3)CC21)=O)CC 3-(3-ethyl-4-oxo-spiro[6,8-dihydro-5H-pyrazolo[4,3-c]azepine-7,4'-tetrahydropyran]-1-yl)propyl 1H-triazole-4-carboxylate